CC(C)CCC(C)CCCCCCCCC(=O)O The molecule is a branched-chain saturated fatty acid comprising tetradecanoic acid carrying a methyl substituent at positions 10 and 13. It is a marine metabolite isolated from the Caribbean Sponges Calyx podatypa and Agelas dispar. It has a role as an animal metabolite and a marine metabolite. It is a branched-chain saturated fatty acid, a long-chain fatty acid and a methyl-branched fatty acid.